C(#N)C=1C=C(C=CC1C)NC(=O)C1CC2C(N(C1C1=CC=C(C=C1)NC1CCCC1)C(C1=C(C=CC=C1C)F)=O)CCC2 N-(3-cyano-4-methylphenyl)-2-(4-(cyclopentylamino)phenyl)-1-(2-fluoro-6-methylbenzoyl)octahydro-1H-cyclopenta[b]pyridine-3-carboxamide